nickel-chromium-tin [Sn].[Cr].[Ni]